spiro[bicyclo[3.3.1]nonane-9,2'-[2H]benzo[H]benzopyran] O1C2(C=CC3=C1C1=C(C=C3)C=CC=C1)C1CCCC2CCC1